CC(C(=O)[O-])(CC1=CC2=C(N(N=N2)C)C=C1)C 2,2-dimethyl-3-(1-methyl-1H-benzo[d][1,2,3]triazol-5-yl)propanoate